C(CCCCCC)C1=CC(=C(C(=O)O)C=C1)C(F)(F)F 4-heptyl-2-(trifluoromethyl)benzoic acid